C(C)OC(C[C@H](NC(=O)NC=1C(N(C=CC1O)C)=O)C=1C=C(C(=CC1)OC)C1=C(C=C(C=C1)F)F)=O (S)-3-(2',4'-difluoro-6-methoxybiphenyl-3-yl)-3-(3-(4-hydroxy-1-methyl-2-oxo-1,2-dihydropyridin-3-yl)ureido)propanoic acid ethyl ester